3-methoxy-5-(2-methyl-1-oxo-4-isoquinolinyl)pyridine-2-carbaldehyde COC=1C(=NC=C(C1)C1=CN(C(C2=CC=CC=C12)=O)C)C=O